4-amino-2-(2-chloro-5-methoxypyridin-4-yl)-N-(5-methoxy-1,3,4-thiadiazol-2-yl)benzamide NC1=CC(=C(C(=O)NC=2SC(=NN2)OC)C=C1)C1=CC(=NC=C1OC)Cl